Cl.Cl.OCCCNCC1NCC=2C=CC(=NC2C1)C(=O)O 7-(((3-hydroxypropyl)amino)methyl)-5,6,7,8-tetrahydro-1,6-naphthyridine-2-carboxylic acid dihydrochloride